(M)-((6-oxo-6H-benzo[c]chromen-3-yl)oxy)-N-(2-(piperidin-1-yl)ethyl)acetamide O=C1OC2=CC(=CC=C2C2=C1C=CC=C2)OCC(=O)NCCN2CCCCC2